(1R,2R)-2-((6-chloro-5-methylpyridazin-3-yl)amino)cyclohexane-1-ol lithium-tin [Sn].[Li].ClC1=C(C=C(N=N1)N[C@H]1[C@@H](CCCC1)O)C